S1C=C(C=C1)C1=CC=C(ON2N=NC(=C2)C(=O)O)C=C1 (4-(thiophen-3-yl)phenoxy)-1H-1,2,3-triazole-4-carboxylic acid